Cl.F\C(=C/CN)\CN1C=NC2=C1C=C(C=C2C2=CC(=CC=C2)S(=O)(=O)N2CCCC2)C(F)(F)F (Z)-3-fluoro-4-(4-(3-(pyrrolidin-1-ylsulfonyl)phenyl)-6-(trifluoromethyl)-1H-benzo[d]imidazol-1-yl)but-2-en-1-amine Hydrochloride